C(=C)C=1C=CC=CC1C=C 3,4-divinylbenzene